CCCCNC(=O)[C@H](C)NC(=O)[C@@H](C1=CC=C(C=C1)O)N The molecule is a dipeptide consisting of N-butyl-L-alaninamide having an (R)-2-amino-2-(4-hydroxyphenyl)acetyl residue attached to its alpha-amino nitrogen. It is a dipeptide and a L-alanine derivative.